OCC1=CC(=NC=C1)CC(=O)N (4-(hydroxymethyl)pyridin-2-yl)acetamide